3-(4-(2-isocyanoethyl)-piperazin-1-yl)-2-nitroaniline [N+](#[C-])CCN1CCN(CC1)C=1C(=C(N)C=CC1)[N+](=O)[O-]